3-(4-(((tetrahydro-2H-pyran-2-yl)oxy)methyl)-2-oxabicyclo[2.2.2]octan-1-yl)-1H-pyrazole-5-carbaldehyde O1C(CCCC1)OCC12COC(CC1)(CC2)C2=NNC(=C2)C=O